C(C)(C)(C)N(C(=O)OCC1=NC(=CC(=C1)C(F)(F)F)Cl)CC1=CC(=CC(=C1)C=1C=NN(C1)C1=C(C(=C(C(=C1[2H])[2H])[2H])[2H])[2H])F (6-chloro-4-(trifluoromethyl)pyridin-2-yl)methanol tert-Butyl-3-fluoro-5-(1-phenyl-d5-1H-pyrazol-4-yl)benzylcarbamate